FC(CN1C(=NC2=NC=C(C=C21)C=2C=CN1N=C(N=CC12)N[C@@H]1CC[C@H](CC1)N)C)F trans-N1-(5-(1-(2,2-difluoroethyl)-2-methyl-1H-imidazo[4,5-b]pyridin-6-yl)pyrrolo[2,1-f][1,2,4]triazin-2-yl)cyclohexane-1,4-diamine